C(C)C=1C(NC2=CC(=CN=C2C1)CN1CCN(CC1)C1=CC=2C(=C(N=NC2)NC)N=C1)=O 3-ethyl-7-((4-(8-(methylamino)pyrido[2,3-d]pyridazin-3-yl)piperazin-1-yl)methyl)-1,5-naphthyridin-2(1H)-one